hydroxy(4-(4-methoxy-3-methylphenyl)bicyclo[2.2.2]octan-1-yl)methanesulfonate OC(S(=O)(=O)[O-])C12CCC(CC1)(CC2)C2=CC(=C(C=C2)OC)C